5-methyl-2-(trifluoromethyl)furan-3-sulfonyl chloride CC1=CC(=C(O1)C(F)(F)F)S(=O)(=O)Cl